1-[8-(3-methyl-1,2,4-oxadiazol-5-yl)-8-azabicyclo[3.2.1]oct-3-yl]piperidine-4-carboxylic acid ethyl ester C(C)OC(=O)C1CCN(CC1)C1CC2CCC(C1)N2C2=NC(=NO2)C